CC1(CCC2=NC=CC(=C2O1)NC=1N=CC2=C(N1)N(C(=C2)C#N)[C@@H]2COC[C@@H]2OC)C 2-((2,2-dimethyl-3,4-dihydro-2H-pyrano[3,2-b]pyridin-8-yl)amino)-7-((3r,4r)-4-methoxytetrahydrofuran-3-yl)-7H-pyrrolo[2,3-d]pyrimidine-6-carbonitrile